3-Hydroxyphenylacetylcarbinol OC=1C=C(C=CC1)CC(=O)CO